C(C)(C)(C)OC(=O)N1C[C@H](NCC1)[C@H](C)O (S)-3-((S)-1-hydroxyethyl)piperazine-1-carboxylic acid tert-butyl ester